2-[1-methyl-1-[(trimethylsilyl)oxy]ethyl]-5-(4,4,5,5-tetramethyl-1,3,2-dioxaborolan-2-yl)pyridine CC(C)(O[Si](C)(C)C)C1=NC=C(C=C1)B1OC(C(O1)(C)C)(C)C